BrC1=C(C(=C(C=C1)C)F)F 1-bromo-2,3-difluoro-4-methyl-benzene